C(C)N(C(CCOCCCCCCCC)=O)CC N,N-diethyl-β-octoxypropionamide